3-(3,5-di-t-butyl-4-hydroxyphenyl)propionic acid stearate C(CCCCCCCCCCCCCCCCC)(=O)O.C(C)(C)(C)C=1C=C(C=C(C1O)C(C)(C)C)CCC(=O)O